tert-butyl (3-(benzyloxy)-6-bromo-2,4-difluorophenyl)carbamate C(C1=CC=CC=C1)OC=1C(=C(C(=CC1F)Br)NC(OC(C)(C)C)=O)F